Methyl 3-(3-chlorophenyl)-3-oxopropanoate ClC=1C=C(C=CC1)C(CC(=O)OC)=O